NC1=NC(=CC(=N1)C=1C(=C(C#N)C=CC1)C)C=1N=NN(C1)CC1=CNC2=CC=C(C=C12)Cl 3-(2-amino-6-(1-((5-chloro-1H-indol-3-yl)methyl)-1H-1,2,3-triazol-4-yl)pyrimidin-4-yl)2-methylbenzonitrile